4-xylylenediamine hydrochloride Cl.C1(=CC=C(C=C1)CN)CN